C(=O)(OCC1=CC=CC=C1)N1[C@@H](CCC1)CN (S)-1-Cbz-2-(aminomethyl)pyrrolidine